1-vinyl-3-trifluoropropyl-1,1-dimethyl-3,3-dichlorodisiloxane C(=C)[Si](O[Si](Cl)(Cl)CCC(F)(F)F)(C)C